4-Hydroxy-5,5-dimethylfuran-2(5H)-one OC1=CC(OC1(C)C)=O